C(C1=CC=CC=C1)N1CCC(CC1)CCNC(=O)C1CCN(CC1)C1=CC(=C(C=C1)F)C#N N-[2-(benzylpiperidin-4-yl)ethyl]-1-(3-cyano-4-fluorophenyl)piperidine-4-carboxamide